Cl.CN(CCOC1=CC=C(C=N1)N)C 6-[2-(dimethylamino)ethoxy]pyridin-3-amine hydrochloride salt